FC(C(F)F)(F)OCCCF (1,1,2,2-tetrafluoroethyl)(3-fluoro-n-propyl)ether